OC=1N(CCC1C(=O)C1=C(C=CC(=C1)F)F)C1=NC=2N(C=C1)N=CC2 (2,5-difluorophenyl) (2-hydroxy-1-(pyrazolo[1,5-a]pyrimidin-5-yl)-4,5-dihydro-1H-pyrrol-3-yl) ketone